C(\C=C\C(=O)O)(=O)O.C(CCCCCCC)(=O)N.C(CCCCCCC)(=O)N octanamid hemifumarate